5-(morpholine-4-carbonyl)picolinaldehyde N1(CCOCC1)C(=O)C=1C=CC(=NC1)C=O